S(=O)(=O)(OC1=CNC2=CC=CC=C12)[O-] 1H-Indol-3-Yl Sulfate